2-acetylthiophene C(C)(=O)C=1SC=CC1